CC1(CC(C1)CN(C1=C2CN(C(C2=CC=C1)=O)C1C(NC(CC1)=O)=O)C1CCC(CC1)NCC1(CC1)C(F)(F)F)C 3-(4-{[(3,3-dimethylcyclobutyl)methyl][(1r,4r)-4-({[1-(trifluoromethyl)cyclopropyl]methyl}amino)cyclohexyl]amino}-1-oxo-3H-isoindol-2-yl)piperidine-2,6-dione